4-((1-(tert-Butoxycarbonyl)piperidin-4-yl)ethynyl)thiazole-2-carboxylic acid methyl ester COC(=O)C=1SC=C(N1)C#CC1CCN(CC1)C(=O)OC(C)(C)C